FC(C(=O)O)(F)F.ClC=1C(=NC(=NC1)NC1=CC=C(C(=O)N)C=C1)NC=1C=CC2=C(NC(O2)=O)C1 4-(5-chloro-4-(2-oxo-2,3-dihydrobenzo[d]oxazol-5-ylamino)pyrimidin-2-ylamino)benzamide trifluoroacetate salt